[Sn+4].[O-2].[Al+3] aluminium oxide tin